(cyclopropylmethyl)-2,8-diazaspiro[4.5]decan-1-one C1(CC1)CN1C(C2(CC1)CCNCC2)=O